ClC1=C(C(=CC=C1)Cl)C=1C(N=CN2N=C(C=CC21)SC2=C(C=C(C=C2)F)F)=O 5-(2,6-dichlorophenyl)-2-((2,4-difluorophenyl)thio)-6H-pyrimido[1,6-b]pyridazin-6-one